CC1=C(NC=2NN(C3=CC(C=CC23)=N[C@@H](CO)C(=O)O)C)C=CC=C1C1=CC2=C(OCCO2)C=C1 N-(3-(2-methyl-3-(1,4-benzodioxan-6-yl)anilino)-1-methylindazol-6-ylidene)-L-serine